tert-butyl (3R)-3-[[2-fluoro-4-(1-methyltriazol-4-yl)benzoyl]-[2-[3-(prop-2-enoylamino)phenyl]thieno[3,2-c]pyridin-4-yl]amino]piperidine-1-carboxylate FC1=C(C(=O)N([C@H]2CN(CCC2)C(=O)OC(C)(C)C)C2=NC=CC3=C2C=C(S3)C3=CC(=CC=C3)NC(C=C)=O)C=CC(=C1)C=1N=NN(C1)C